COC=1C=CC=2N(C1)N=CC2C(=O)N2[C@@H](C1=C(CC2)NC=N1)C1=NN2C(C(=CC=C2)C(F)(F)F)=C1 (S)-(6-methoxypyrazolo[1,5-a]pyridin-3-yl)(4-(4-(trifluoromethyl)pyrazolo[1,5-a]pyridin-2-yl)-6,7-dihydro-1H-imidazo[4,5-c]pyridin-5(4H)-yl)methanone